OC[C@H](CCS)NC([O-])=O [(1S)-1-(hydroxymethyl)-3-sulfanyl-propyl]carbamate